C(CCCCC)N1N=NC(=C1)COC1=CC(=C(C=C1)C(\C=C\C1=CC=C(C=C1)OCC#C)=O)O (E)-1-[4-[(1-Hexyltriazol-4-yl)methoxy]-2-hydroxyphenyl]-3-(4-prop-2-ynoxyphenyl)prop-2-en-1-one